2-(4-(3-(3-((2-ethylhexyl)oxy)-5-pentadecylphenoxy)propyl)piperazin-1-yl)ethan-1-ol C(C)C(COC=1C=C(OCCCN2CCN(CC2)CCO)C=C(C1)CCCCCCCCCCCCCCC)CCCC